bis((3,4-epoxy-6-methylcyclohexyl) methyl) adipate C(CCCCC(=O)OCC1CC2C(CC1C)O2)(=O)OCC2CC1C(CC2C)O1